2-ethyl-bismuth caproate C(CCCCC)(=O)[O-].CC[Bi+2].C(CCCCC)(=O)[O-]